N1(N=NN=C1)C[C@H](C)OC1=C(C#N)C=CC(=C1)C=1C=NC(=NC1)NC=1C(=NN(C1)C1CCC(CC1)N1CCOCC1)OCCC=1SC=CN1 2-(((S)-1-(1H-tetrazol-1-yl)propan-2-yl)oxy)-4-(2-((1-((1r,4r)-4-morpholinocyclohexyl)-3-(2-(thiazol-2-yl)ethoxy)-1H-pyrazol-4-yl)amino)pyrimidin-5-yl)benzonitrile